CSC1=NC=2N(C(N1)=O)N=C(C2C2=CC(=C(C(=C2)F)F)F)C2=NC=CC=N2 2-(methylsulfanyl)-7-(pyrimidin-2-yl)-8-(3,4,5-trifluorophenyl)-3H-pyrazolo[1,5-a][1,3,5]triazin-4-one